COC=1C=C(C(=O)Cl)C=C(C1OC)OC([2H])([2H])[2H] 3,4-dimethoxy-5-(methoxy-d3)benzoyl chloride